N-[8-amino-7-(7-fluoro-1H-indazol-4-yl)-9-oxo-10H-pyrido[2,3-f]quinoxalin-5-yl]acetamide NC1=C(C2=C(C=3N=CC=NC3C(=C2)NC(C)=O)NC1=O)C1=C2C=NNC2=C(C=C1)F